3,3'-dimethylbiphenyl-diamine CC1(C(C(=CC=C1)C1=CC(=CC=C1)C)N)N